ClC1=C2C(=[N+](C=C1)[O-])SC=C2 4-chlorothieno[2,3-b]pyridine 7-oxide